4-[3-[2,6-Dichloro-4-(1-methylpyrazol-4-yl)benzoyl]-2,4-dihydro-1,3-benzoxazin-8-yl]-5-fluoro-2-(8-oxa-3-azabicyclo[3.2.1]octan-3-yl)benzoic acid ClC1=C(C(=O)N2COC3=C(C2)C=CC=C3C3=CC(=C(C(=O)O)C=C3F)N3CC2CCC(C3)O2)C(=CC(=C1)C=1C=NN(C1)C)Cl